FC=1C=CC=2N(C3=CC=C(C=C3C2C1)F)CC(CNCCC1=CC=CC=C1)O 1-(3,6-difluoro-9H-carbazol-9-yl)-3-(phenethylamino)-2-propanol